N[C@@H]1C[C@@H]([C@@]2(OC3=C([C@@H]21)C(=CC(=C3)OC)OC)C3=CC=C(C=C3)Cl)C3=CC(=CC=C3)F (1R,3R,3aS,8bR)-1-amino-3a-(4-chlorophenyl)-3-(3-fluorophenyl)-6,8-dimethoxy-1,2,3,3a-tetrahydro-8bH-cyclopenta[b]benzofuran